BrC1=C(C(=NN1C=1C(=NC=C(C1)C)C)OCCCO[Si](C)(C)C(C)(C)C)[N+](=O)[O-] 3-(5-bromo-3-(3-((tert-butyldimethylsilyl)oxy)propoxy)-4-nitro-1H-pyrazol-1-yl)-2,5-dimethylpyridine